tert-butyl 4-[[3-[2-(6-methyl-7-oxo-1H-pyrrolo[2,3-c]pyridin-4-yl)-4-nitro-phenoxy]phenyl]methoxy]piperidine-1-carboxylate CN1C(C2=C(C(=C1)C1=C(OC=3C=C(C=CC3)COC3CCN(CC3)C(=O)OC(C)(C)C)C=CC(=C1)[N+](=O)[O-])C=CN2)=O